3,5-Dimethyl-4-isopropylphenol CC=1C=C(C=C(C1C(C)C)C)O